BrC1=CC=C(C=C1)N=NC=1NC(=CN1)CCO 2-(2-((4-bromophenyl)diazenyl)-1H-imidazol-5-yl)ethan-1-ol